NC[C@@]12C[C@H](N([C@H]2C1)C(CNC(=O)C=1C=CC=2C(C3=CC=CC=C3C2C1)(F)F)=O)C(=O)N[C@H](C)C=1SC=C(C1)C(N)=N (1S,3S,5S)-5-(aminomethyl)-N-((R)-1-(4-carbamimidoylthiophen-2-yl)ethyl)-2-((9,9-difluoro-9H-fluorene-3-carbonyl)glycyl)-2-azabicyclo[3.1.0]hexane-3-carboxamide